2-(2,6-dioxoPiperidin-3-yl)-6-fluoroisoindoline-1,3-dione Isopropyl-(R)-2-(3-((benzyloxy)carbonyl)thioureido)-2-(4-bromophenyl)-5,5,5-trifluoro-4,4-dimethylpentanoate C(C)(C)OC([C@@](CC(C(F)(F)F)(C)C)(C1=CC=C(C=C1)Br)NC(=S)NC(=O)OCC1=CC=CC=C1)=O.O=C1NC(CCC1N1C(C2=CC(=CC=C2C1=O)F)=O)=O